The molecule is an NADP obtained by formal reduction of the 1,2-position in the pyridine ring of beta-NADP. It is a NADP and a NAD(P)H. It is a conjugate acid of a 2-hydro-beta-NADP(4-). C1C(=CC=CN1[C@H]2[C@@H]([C@@H]([C@H](O2)COP(=O)(O)OP(=O)(O)OC[C@@H]3[C@H]([C@H]([C@@H](O3)N4C=NC5=C(N=CN=C54)N)OP(=O)(O)O)O)O)O)C(=O)N